O=C1NC2=CC=C(C=C2CC1)NC(C1=CC(=CC(=C1)OC(F)(F)F)C#CC1=NC=CC=N1)=O N-(2-oxo-3,4-dihydro-1H-quinolin-6-yl)-3-(2-pyrimidin-2-ylethynyl)-5-(trifluoromethoxy)benzamide